Cl.Cl.ClC1=CC=C(C=C1)C=1N=C2N(C=CC=N2)C1C(C)N1CC2CCC(C1)N2 2-(4-chlorophenyl)-3-[1-(3,8-diazabicyclo[3.2.1]Oct-3-yl)ethyl]Imidazo[1,2-a]Pyrimidine dihydrochloride salt